CON=CC1=CN(C2=NC=CC=C21)C2CCN(CC2)[C@@H]2CC[C@@H](CC2)C(C)C 1-(1-(cis-4-isopropylcyclohexyl)piperidin-4-yl)-1H-pyrrolo[2,3-b]pyridine-3-carbaldehyde O-methyl oxime